C(N)(=O)C=1N=NN(C1)[C@@H]1CN(C[C@H]1OCC1=CC=C(C=C1)C(F)(F)F)C(=O)OC(C)(C)C tert-butyl trans-3-(4-carbamoyl-1H-1,2,3-triazol-1-yl)-4-(4-(trifluoromethyl)benzyloxy)pyrrolidine-1-carboxylate